cyclohexylvinylether C1(CCCCC1)OC=C